BrC=1C=C2C(=NC1)C(COC2)(C)NS(=O)C(C)(C)C N-{3-bromo-8-methyl-5H,7H-pyrano[4,3-b]pyridin-8-yl}-2-methylpropane-2-sulfinamide